4-(3-aminopyrrolidin-1-yl)-6-cyano-5-(3,5-difluorophenyl)-N-(1,1,1-trifluoropropan-2-yl)pyridine-3-carboxamide NC1CN(CC1)C1=C(C=NC(=C1C1=CC(=CC(=C1)F)F)C#N)C(=O)NC(C(F)(F)F)C